3-ethoxy-1-ethyl-N-[(3S)-9-fluoro-2-oxo-5-phenyl-1,3-dihydro-1,4-benzodiazepine-3-Yl]-5-(2-fluorophenyl)pyrazole-4-carboxamide C(C)OC1=NN(C(=C1C(=O)N[C@@H]1C(NC2=C(C(=N1)C1=CC=CC=C1)C=CC=C2F)=O)C2=C(C=CC=C2)F)CC